6-(3-(5-benzyl-4H-1,2,4-triazol-3-yl)phenoxy)-3,4-dihydropyrrolo[4,3,2-de]isoquinolin-5(1H)-one C(C1=CC=CC=C1)C=1NC(=NN1)C=1C=C(OC2=CC=C3C=4C(CNC(C24)=O)=CN3)C=CC1